2-(1-phenylcyclopropyl)-1H-imidazole-5-carboxylic acid C1(=CC=CC=C1)C1(CC1)C=1NC(=CN1)C(=O)O